Ethyl 4-chlorothieno[2,3-d]pyrimidine-2-carboxylate ClC=1C2=C(N=C(N1)C(=O)OCC)SC=C2